C1(CC1)C(=O)ON=C(C(C1=CC=C(C=C1)SC1=CC=CC=C1)=O)CC1CCCCC1 [[1-(cyclohexylmethyl)-2-oxo-2-(4-phenylsulfanylphenyl)ethylidene]amino] cyclopropanecarboxylate